BrC1=CC=CC(=N1)C=1N=C2N(C=C(C(=C2)OC)C2CC2)C1 (6-bromopyridin-2-yl)-6-cyclopropyl-7-methoxyimidazo[1,2-a]pyridine